(E)-2-Isopropyl-5-[2-(thiazol-2-yl)vinyl]phenol C(C)(C)C1=C(C=C(C=C1)\C=C\C=1SC=CN1)O